FC1([C@]2(C/C(/[C@H]([C@@](C1)(N2)C)OC)=C/C2=CN=C(N=N2)C2=C(C=C(C=C2)N2C=NC=C2)O)C)F 2-(6-((Z)-((1R,2R,5R)-6,6-difluoro-2-methoxy-1,5-dimethyl-8-azabicyclo[3.2.1]octan-3-ylidene)methyl)-1,2,4-triazin-3-yl)-5-(1H-imidazol-1-yl)phenol